(2S)-N-[(2S)-1-[(3R,5'S)-5'-cyano-2-oxo-1H-spiro[imidazo[1,2-b]indazole-3,3'-pyrrolidin]-1'-yl]-4-methyl-1-oxopentan-2-yl]-N-methyl-2-(2,2,2-trifluoroacetamido)propanamide C(#N)[C@@H]1C[C@@]2(CN1C([C@H](CC(C)C)N(C([C@H](C)NC(C(F)(F)F)=O)=O)C)=O)C(NC=1N2N=C2C=CC=CC12)=O